C(C(C)(C)C)OB(O)C=1SC=CC1 2-thiopheneboronic acid neopentyl ester